NN1C(N(N=CC1=O)C1=CC(=C(C(=C1)Cl)OC=1C(=C2C3(C(NC2=CC1)=O)CC3)C)Cl)=O amino-2-(3,5-dichloro-4-((4'-methyl-2'-oxospiro[cyclopropane-1,3'-indolin]-5'-yl)oxy)phenyl)-1,2,4-triazine-3,5(2H,4H)-dione